NC=1C(NC(N(C1N)C)=O)=O 5,6-diamino-1-methyl-uracil